C(C1=CC=CC=C1)(=O)C1=C(C(=C(C(=C1F)F)F)F)S(=O)(=O)N(C)C 2-benzoyl-3,4,5,6-tetrafluoro-N,N-dimethylbenzenesulfonamide